4-(3-acetyl-2-methyl-1H-pyrrol-1-yl)benzonitrile C(C)(=O)C1=C(N(C=C1)C1=CC=C(C#N)C=C1)C